C1(=CC=CC=C1)NC(NCCC[Si](OC)(OC)OC)=O 3-(3-phenylureido)propyltrimethoxysilane